3-(3-amyl-2-oxiranyl)acrolein C(CCCC)C1C(O1)C=CC=O